1-(5-chlorobenzo[b]thiophen-2-yl)-3-methyl-3-azabicyclo[3.1.0]hexane ClC1=CC2=C(SC(=C2)C23CN(CC3C2)C)C=C1